dimethoxypyrido[2,3-d]pyrimidin COC=1C2=C(N=C(N1)OC)N=CC=C2